(2S,3aS,6aR)-N-((S)-1-cyano-2-(4'-cyano-3-fluoro-[1,1'-biphenyl]-4-yl)ethyl)hexahydro-1H-furo[3,4-b]pyrrole-2-carboxamide C(#N)[C@H](CC1=C(C=C(C=C1)C1=CC=C(C=C1)C#N)F)NC(=O)[C@@H]1C[C@H]2[C@@H](N1)COC2